OCC12CN(CC2C1)C(=O)OC(C)(C)C tert-butyl 1-(hydroxymethyl)-3-azabicyclo[3.1.0]hexane-3-carboxylate